(E)-N-(6-(4-((bis(4-methoxyphenyl)(phenyl)methoxy)methyl)-4-(hydroxymethyl)piperidin-1-yl)-6-oxohexyl)-4-((4-(dimethylamino)phenyl)diazenyl)benzamide COC1=CC=C(C=C1)C(OCC1(CCN(CC1)C(CCCCCNC(C1=CC=C(C=C1)\N=N\C1=CC=C(C=C1)N(C)C)=O)=O)CO)(C1=CC=CC=C1)C1=CC=C(C=C1)OC